3-[(S)-(5-cyano-pyridin-3-yl)-hydroxy-(4-isopropyl-phenyl)-methyl]-3-fluoro-azetidine-1-carboxylic acid tert-butyl ester C(C)(C)(C)OC(=O)N1CC(C1)(F)[C@@](C1=CC=C(C=C1)C(C)C)(O)C=1C=NC=C(C1)C#N